C(C)(C)(C)OC(=O)N1CC(C1)([N+](=O)[O-])CO 3-(hydroxymethyl)-3-nitroazetidine-1-carboxylic acid tert-butyl ester